tetrasodium imino disuccinate C(CCC(=O)[O-])(=O)ONOC(CCC(=O)[O-])=O.[Na+].[Na+].[Na+].[Na+].N(OC(CCC(=O)[O-])=O)OC(CCC(=O)[O-])=O